C(C)C1=CC=C(C=N1)C(=O)N(C)C 6-ethyl-N,N-dimethyl-3-pyridinecarboxamide